CC1(OB(OC1(C)C)C1=CN(C2=NC=C(C=C21)N2CC(OCC2)C(F)(F)F)S(=O)(=O)C2=CC=C(C)C=C2)C 4-(3-(4,4,5,5-Tetramethyl-1,3,2-dioxaborolan-2-yl)-1-tosyl-1H-pyrrolo[2,3-b]pyridin-5-yl)-2-(trifluoromethyl)morpholine